N-[1-[5-Chloro-2-[4-(1-imino-1-oxo-1,4-thiazinan-4-yl)anilino]pyrimidin-4-yl]indol-4-yl]propanamide ClC=1C(=NC(=NC1)NC1=CC=C(C=C1)N1CCS(CC1)(=O)=N)N1C=CC2=C(C=CC=C12)NC(CC)=O